ClC1=C(C=C(N=N1)NC(C(C)(C)C)=O)[C@@H](COC)N1C(N[C@@H](C1)C(F)(F)F)=O N-(6-chloro-5-((S)-2-methoxy-1-((S)-2-oxo-4-(trifluoromethyl)imidazolidin-1-yl)ethyl)pyridazin-3-yl)pivalamide